Cl.Cl.N1C(=CC=2C=NC=CC21)CN 1-{1H-pyrrolo[3,2-c]pyridin-2-yl}methanamine dihydrochloride